tert-Butyl 4-(5-(4-chloro-2-methyl-2H-indazol-5-yl)-3-methyl-4-oxo-7-((2-(trimethylsilyl)ethoxy)meth-yl)-4,7-dihydro-3H-pyrrolo[2,3-d]pyrimidin-2-yl)piperazine-1-carboxylate ClC=1C2=CN(N=C2C=CC1C1=CN(C=2N=C(N(C(C21)=O)C)N2CCN(CC2)C(=O)OC(C)(C)C)COCC[Si](C)(C)C)C